C(C(C)(C)C)N1CCP(CC1)=O 1-neopentyl-4-oxido-1,4-azaphosphinan